N-(6,1'-dihydroxy-[1,2']binaphthyl-4'-yl)-4-methoxybenzenesulfonamide OC=1C=C2C=CC=C(C2=CC1)C1=C(C2=CC=CC=C2C(=C1)NS(=O)(=O)C1=CC=C(C=C1)OC)O